C1(CC1)C1=NN(C=C1C1=NC=C(C=C1C)F)[C@@H]1C[C@H](C1)CNC=1C=C2CN(C(C2=CC1)=O)C1C(NC(CC1)=O)=O 3-(5-(((Trans-3-(3-cyclopropyl-4-(5-fluoro-3-methylpyridin-2-yl)-1H-pyrazol-1-yl)cyclobutyl)methyl)amino)-1-oxoisoindolin-2-yl)piperidine-2,6-dione